(2-chloro-4-nitrophenyl)-4-methoxybenzenesulfonamide ClC1=C(C=CC(=C1)[N+](=O)[O-])C1=C(C=CC(=C1)OC)S(=O)(=O)N